C(C1=CC=CC=C1)SC1=CN=NN1C(C)C 5-(Benzylthio)-1-isopropyl-1H-1,2,3-triazole